FC=1C(=NC(=NC1)NC1=CC(=CC=C1)OCCN1C(CCC1)=O)OC=1C=C(C=CC1)NC(C=C)=O N-(3-(5-fluoro-2-(3-(2-(2-oxopyrrolidin-1-yl)ethoxy)phenylamino)pyrimidin-4-yloxy)phenyl)acrylamide